FC1=C(C#N)C=CC=C1NC1=CC=C(C=C1)OCC=C fluoro-3-{[4-(prop-2-en-1-yloxy)phenyl]amino}benzonitrile